Ethyl 2-[4-isopropyl-7-oxo-2-(trideuteriomethylamino) thieno[2,3-d]pyridazin-6-yl]acetate C(C)(C)C=1C2=C(C(N(N1)CC(=O)OCC)=O)SC(=C2)NC([2H])([2H])[2H]